1-(4-isopropylphenyl)2-hydroxy-2-methyl-1-propanone C(C)(C)C1=CC=C(C=C1)C(C(C)(C)O)=O